C(C)(C)(C)OC(=O)N1CC2(CC2)C(C1CC=1C=C(C=CC1)C1=CC=CC=C1)NS(=O)(=O)C(C)C 6-([1,1'-Biphenyl]-3-ylmethyl)-7-((1-methylethyl)sulphonamido)-5-azaspiro[2.4]heptane-5-carboxylic acid tert-butyl ester